N=1C=NC=CC=2C1NC(=CC2)C(=O)N pyrido[3,2-f][1,3]diazepine-8-carboxamide